FC(C(C(F)(F)F)OC(=O)N1CCN(CC1)CC=1C=C(OC(C(=O)O)(C)C)C=C(C1)OC)(F)F 2-(3-((4-(((1,1,1,3,3,3-Hexafluoropropan-2-yl)oxy)carbonyl)piperazin-1-yl)methyl)-5-methoxyphenoxy)-2-methylpropanoic acid